ClC1=C(C=CC(=C1)F)S(=O)(=O)CC(=O)C1=CC=C(C=C1)C1=NOC(=N1)C(F)(F)Cl 2-((2-chloro-4-fluorophenyl)sulfonyl)-1-(4-(5-(chlorodifluoromethyl)-1,2,4-oxadiazol-3-yl)phenyl)ethan-1-one